BrC1=CC=C2CNC(C2=C1)=O 6-bromo-2,3-dihydro-1H-isoindol-1-one